1-(3-fluoro-5-nitropyridin-4-yl)-4-(oxetan-3-yl)piperazine FC=1C=NC=C(C1N1CCN(CC1)C1COC1)[N+](=O)[O-]